(Z)-2-(1H-indol-5-ylmethylene)-6-hydroxybenzofuran N1C=CC2=CC(=CC=C12)\C=C\1/OC2=C(C1)C=CC(=C2)O